(morpholine-4-carbonyl)benzamide N1(CCOCC1)C(=O)C1=C(C(=O)N)C=CC=C1